OC1CCN(CC1)C1=NC=2N(C=C1)N=CC2C(=O)OCC 1-Ethyl 5-(4-hydroxy-1-piperidyl)pyrazolo[1,5-a]pyrimidine-3-carboxylate